isopropyl 2-ethyl-α-cyanocinnamate C(C)C1=C(C=C(C(=O)OC(C)C)C#N)C=CC=C1